N1=CC=NC2=C1N=CC=N2 pyrazinopyrazine